F[C@@H]1C[C@@]2(CCCN2C1)COC1=NC2=C(C(=CC=C2C(=N1)N1CC2CCC(C1)N2C(=O)OC(C)(C)C)Br)F tert-butyl 3-(2-{[(2R,7aS)-2-fluoro-hexahydro-1H-pyrrolizin-7a-yl]methoxy}-7-bromo-8-fluoroquinazolin-4-yl)-3,8-diazabicyclo[3.2.1]octane-8-carboxylate